N1=NC=NC=C1C(=O)O 1,2,4-triazine-6-carboxylic acid